2-(2-fluoro-6-methylphenyl)acetonitrile FC1=C(C(=CC=C1)C)CC#N